(6,6'-dimethoxybiphenyl-2,2'-diyl)bis(di-2-furylphosphine) COC1=CC=CC(=C1C1=C(C=CC=C1OC)P(C=1OC=CC1)C=1OC=CC1)P(C=1OC=CC1)C=1OC=CC1